C(C)(C)(C)OC(=O)N1CC2=CC(=CC(=C2CC1)C1CN(C1)C(=O)OC(C)(C)C)[N+](=O)[O-] 5-(1-(tert-butoxycarbonyl)azetidin-3-yl)-7-nitro-3,4-dihydroisoquinoline-2(1H)-carboxylic acid tert-butyl ester